CNC1=C(C([C@H](O1)C1=CC=CC=C1)=O)C1=CC(=CC=C1)C(F)(F)F |r| (+-)-5-(methylamino)-2-phenyl-4-[3-(trifluoromethyl)phenyl]-3(2H)-furanone